C1=CN(C=N1)S(=O)(=O)N2C=CN=C2 N,N'-Sulfuryldiimidazole